S(=O)=C1C(=NNC1)C#N sulfinyl-1H-pyrazole-3-carbonitrile